(R) or (S)-3-fluoro-4-(2-hydroxypropan-2-yl)-N'-((3-methyl-2-(trifluoromethyl)-6,7-dihydro-5H-cyclopenta[b]pyridin-4-yl)carbamoyl)thiophene-2-sulfonimidamide FC1=C(SC=C1C(C)(C)O)[S@@](=O)(N)=NC(NC1=C2C(=NC(=C1C)C(F)(F)F)CCC2)=O |o1:10|